methyl (Z)-2-((ethoxycarbonyl)imino)-3-phenyl-1,3-thiazinane-5-carboxylate C(C)OC(=O)\N=C\1/SCC(CN1C1=CC=CC=C1)C(=O)OC